2-chloro-6-((2S,5R)-4-(1-(4-(difluoromethoxy)phenyl)-2-methylpropyl)-5-ethyl-2-methylpiperazin-1-yl)-8-methyl-9H-purine ClC1=NC(=C2N=C(NC2=N1)C)N1[C@H](CN([C@@H](C1)CC)C(C(C)C)C1=CC=C(C=C1)OC(F)F)C